(2-(Benzyloxy)-4-(difluoromethyl)-6-hydroxyphenyl)(6-((1-methylazetidin-3-yl)oxy)-3,4-dihydroisoquinolin-2(1H)-yl)methanone C(C1=CC=CC=C1)OC1=C(C(=CC(=C1)C(F)F)O)C(=O)N1CC2=CC=C(C=C2CC1)OC1CN(C1)C